COCCC=C(C(=O)O)C.C(C(=C)C)(=O)OCCOC 2-methoxyethyl methacrylate (2-Methoxyethyl Methacrylate)